COC1=C(CNC=2C3=C(N=CN2)C(=CS3)C=3C=NN(C3)C=3C=C(C=CC3C)NC(=O)C=3N=NC=C(C3)C(F)(F)F)C=CC(=C1)OC N-(3-(4-(4-((2,4-dimethoxybenzyl)amino)thieno[3,2-d]pyrimidin-7-yl)-1H-pyrazol-1-yl)-4-methylphenyl)-5-(trifluoromethyl)pyridazine-3-carboxamide